(Ra)-N-[6-(5-chloro-1,3-benzoxazol-2-yl)spiro[3.3]heptan-2-yl]-2-cyclopropylsulfonyl-pyridine ClC=1C=CC2=C(N=C(O2)C2CC3(CC(C3)N3C(C=CC=C3)S(=O)(=O)C3CC3)C2)C1